tert-butyl (2S)-2-[(tert-butylsulfinylamino)-cyano-methyl]-4,4-difluoro-pyrrolidine-1-carboxylate C(C)(C)(C)S(=O)NC([C@H]1N(CC(C1)(F)F)C(=O)OC(C)(C)C)C#N